2-(2-morpholinoethyl)-2H-indazole O1CCN(CC1)CCN1N=C2C=CC=CC2=C1